N[C@H](C(=O)NC)CCCC(C)C (S)-2-amino-N,6-dimethylheptanamide